2-(4-tert-butylphenyl)-2,3-dihydro-quinazolin-4(1H)-one C(C)(C)(C)C1=CC=C(C=C1)C1NC2=CC=CC=C2C(N1)=O